C1(CCCC1)N1C(=CC2=C1N=C(N=C2)NC2=NC=C(C=C2)N2CCNCC2)C(=O)NC2=C(C=CC=C2)F 7-cyclopentyl-N-(2-fluorophenyl)-2-((5-(piperazin-1-yl)pyridin-2-yl)amino)-7H-pyrrolo[2,3-d]pyrimidine-6-carboxamide